O=C1NC(CCC1C1=CC=C(C=C1)N1CCC(CC1)C(=O)N1CCC(CC1)(C(=O)OC(C)(C)C)C)=O tert-butyl 1-(1-(4-(2,6-dioxopiperidin-3-yl)phenyl)piperidine-4-carbonyl)-4-methylpiperidine-4-carboxylate